FC1=C(C(=CC(=C1)C=1C2=C(N=CN1)N(C=C2)C(C)C)F)N2CCC(CC2)CC(=O)O 2-(1-{2,6-difluoro-4-[7-(propan-2-yl)-7H-pyrrolo[2,3-d]pyrimidin-4-yl]phenyl}piperidin-4-yl)acetic acid